CC=1N=CC(=NC1)C(=O)NCC1=NOCC1 3-((5-methylpyrazine-2-carboxamido)methyl)-4,5-dihydroisoxazole